(3-((6-isopropyl-3-methylcyclohex-2-en-1-yl)thio)propyl)trimethoxysilane C(C)(C)C1CCC(=CC1SCCC[Si](OC)(OC)OC)C